6-bromo-3-isopropyl-5-methylquinazolin-4(3H)-one BrC=1C(=C2C(N(C=NC2=CC1)C(C)C)=O)C